hexyldecanol ascorbate O=C1C(O)=C([C@H](O1)[C@@H](O)CO)OC(CCCCCCCCC)CCCCCC